2,2-difluoroethyl-rel-(6R,7R)-3-methyl-2-oxo-7-({[(CIS)-4-phenylcyclohexyl]oxy}methyl)-1,3,8-triazaspiro[5.5]undecane-8-carboxylate FC(COC(=O)N1[C@H]([C@]2(CCN(C(N2)=O)C)CCC1)CO[C@@H]1CC[C@@H](CC1)C1=CC=CC=C1)F |o1:7,8|